amino (thio) phosphate P1(=O)(ON)OSO1